cyclopropanemethanone C1(CC1)C=O